[N+](=O)([O-])C=1C(=C(C=2C=CC=C(C2C1)N)N)[N+](=O)[O-] dinitro-1,5-naphthalenediamine